N1N(C=CC=C1)C=O Pyridazine-2-carbaldehyde